CC1=CC=CC(=N1)C1=C(N=CN1)C=1C=C2C=C(C=NC2=CC1)C1=CC[C@@H](CC1)N (1R)-4-[6-[5-(6-methyl-2-pyridyl)-1H-imidazol-4-yl]-3-quinolyl]cyclohex-3-en-1-amine